C(C)(C)N1C=NC(=C1)C=1C=C(C=CC1)C=1N=C(SC1)N 4-(3-(1-isopropyl-1H-imidazol-4-yl)phenyl)thiazol-2-amine